1-methanesulfonylcyclopropane formate C(=O)O.CS(=O)(=O)C1CC1